FC(OC1=CC(=NN1)N)F 5-(Difluoromethoxy)-1H-pyrazol-3-amine